OC(C)(C)C1=NN2C(CC[C@@H]([C@@H]2COC2CCN(CC2)C2=NC=CC=N2)NS(=O)(=O)C)=C1 |r| rac-N-[(6S,7R)-2-(2-hydroxypropan-2-yl)-7-({[1-(pyrimidin-2-yl)piperidin-4-yl]oxy}methyl)-4,5,6,7-tetrahydropyrazolo[1,5-a]pyridin-6-yl]methanesulfonamide